N-((S)-10-((tert-butyldimethylsilyl)oxy)-2,2-difluorodec-6-yn-5-yl)-2-methylpropane-2-sulfinamide [Si](C)(C)(C(C)(C)C)OCCCC#C[C@H](CCC(C)(F)F)NS(=O)C(C)(C)C